FC1(CN(C[C@H]1NC1=NN2C(C(=N1)OC([2H])([2H])[2H])=C(C=C2)C=2C=CC1=C(N(N=N1)CC(F)(F)F)C2)C(C)=O)F (R)-1-(3,3-difluoro-4-((4-(methoxy-d3)-5-(1-(2,2,2-trifluoroethyl)-1H-benzo[d][1,2,3]triazol-6-yl)pyrrolo[2,1-f][1,2,4]triazin-2-yl)amino)pyrrolidin-1-yl)ethan-1-one